ClC1=NC2=CC(=CN=C2C=C1)C=1C=NN(C1)C1OCCCC1 2-chloro-7-(1-(tetrahydro-2H-pyran-2-yl)-1H-pyrazol-4-yl)-1,5-naphthyridine